NC1=C(C(=NN1C1(CC1)C)C1=C(C(=C(C=C1)CC(=O)NC1=CC(=NO1)C12CC(C1)(C2)F)F)F)C#N 2-[4-[5-amino-4-cyano-1-(1-methylcyclopropyl)pyrazol-3-yl]-2,3-difluorophenyl]-N-(3-[3-fluorobicyclo[1.1.1]pentan-1-yl]-1,2-oxazol-5-yl)acetamide